ethyl 3-(3-(6-acetoxy-1-bromo-3-methyl-2-oxohexan-3-yl)phenyl)propanoate C(C)(=O)OCCCC(C(CBr)=O)(C)C=1C=C(C=CC1)CCC(=O)OCC